C(=O)(O)[C@H](CC(=O)N1CC2=CC(=C(C=C2C1)OCCCOC=1C=C2CN(CC2=CC1OC)C(C[C@@H](C(=O)O)C)=O)CC)C (S)-4-(5-(3-((2-((S)-3-carboxybutanoyl)-6-ethylisoindolin-5-yl)oxy)propoxy)-6-methoxyisoindolin-2-yl)-2-methyl-4-oxobutanoic acid